ClC=1C=CC(=NC1OC(C)C)N 5-chloro-6-isopropoxypyridin-2-amine